C[C@@H]1CC(=O)[C@H]([C@H](O1)OP(=O)(O)OP(=O)(O)OC[C@@H]2[C@H]([C@H]([C@@H](O2)N3C=C(C(=O)NC3=O)C)O)O)O The molecule is a TDP-sugar having actinospectose as the sugar component. It has a role as a bacterial metabolite. It is a TDP-sugar and a secondary alpha-hydroxy ketone. It is a conjugate acid of a TDP-actinospectose(2-).